CN1C[C@](CCC1)(C)[C@H](C1=CC(=C(N=N1)C1=C(C=C(C=C1)C(F)(F)F)O)C)O 2-(6-((R)-((R)-1,3-dimethylpiperidin-3-yl)(hydroxy)methyl)-4-methylpyridazin-3-yl)-5-(trifluoromethyl)phenol